tert-butyl (3S)-5-((6-chloropyrazin-2-yl)oxy)-3-methylazepane-1-carboxylate ClC1=CN=CC(=N1)OC1C[C@@H](CN(CC1)C(=O)OC(C)(C)C)C